(2,3-dihydrothieno[3,4-b][1,4]dioxin-2-yl)methyl(2-(trimethylammonio)ethyl)phosphonate O1C=2C(OCC1CC(CP([O-])([O-])=O)[N+](C)(C)C)=CSC2